3-amino-1-methyl-8-azabicyclo[3.2.1]octane-8-carboxylic acid tert-butyl ester C(C)(C)(C)OC(=O)N1C2(CC(CC1CC2)N)C